CN([C@@H](CC(C)C)C(=O)O)C(C(F)(F)F)C1=CC(=C(C=C1)C1=C(C=C(C=C1)S(=O)(=O)C)F)OCOC Methyl-(2,2,2-trifluoro-1-(2'-fluoro-2-(methoxymethoxy)-4'-(methylsulfonyl)-[1,1'-biphenyl]-4-yl)ethyl)-L-leucine